C(CCCCCC=CCCCCCCCCC)(=O)O 7-heptadecenoic acid